4-[1-(4-Chloro-benzyl)-1H-[1,2,3]triazol-4-yl]-1-[2-(4-methoxy-phenyl)-ethyl]-piperidine ClC1=CC=C(CN2N=NC(=C2)C2CCN(CC2)CCC2=CC=C(C=C2)OC)C=C1